CN([C@@H](COCCCCCCCC\C=C/C\C=C/CCCCC)CCCCCCCCCC)C (2R)-N,N-dimethyl-1-[(9Z,12Z)-octadeca-9,12-dien-1-yloxy]dodecan-2-amine